3-((4-amino-6-chloro-1H-pyrazolo[3,4-d]pyrimidin-1-yl)methyl)-5-bromophenethyl-4-methylbenzenesulfonate NC1=C2C(=NC(=N1)Cl)N(N=C2)CC=2C=C(CCOS(=O)(=O)C1=CC=C(C=C1)C)C=C(C2)Br